COC(C(=O)C1=CC=CC=C1)(C1=CC=CC=C1)OC dimethoxy-2-phenyl-acetophenone